6-[(2R,4S)-4-fluoro-2-[5-fluoro-2-(methylsulfanyl)phenyl]pyrrolidin-1-yl]-N-[(3-hydroxyphenyl)methyl]imidazo[1,2-b]pyridazine-3-carboxamide F[C@H]1C[C@@H](N(C1)C=1C=CC=2N(N1)C(=CN2)C(=O)NCC2=CC(=CC=C2)O)C2=C(C=CC(=C2)F)SC